[NH4+].P(=O)(OC)(OC)[O-] dimethyl phosphate ammonium salt